CN(CCOC1=C(C=C(C(=O)OC(C)(C)C)C=C1)[N+](=O)[O-])C tert-butyl 4-(2-(dimethylamino)ethoxy)-3-nitrobenzoate